C1(CC1)C(C(=O)OC)=O methyl 2-cyclopropyl-2-oxoacetate